FC1=NNC=C1C=1C=CC(=C(C1)O)C1=CC2=C(N=N1)N=C(S2)N(C2CCN(CC2)C)C 5-(3-Fluoro-1H-pyrazol-4-yl)-2-{6-[methyl(1-methylpiperidin-4-yl)amino][1,3]thiazolo[4,5-c]pyridazin-3-yl}phenol